P(=O)(O)(O)OCC(O)CO phosphonoglycerol